ClC1=C(C(=CC=C1Cl)O)[C@@H]1C[C@@H](NCC1)C(=O)N(C)C |o1:9,11| (2R,4S)-rel-4-(2,3-dichloro-6-hydroxyphenyl)-N,N-dimethylpiperidine-2-carboxamide